[C@H]12CN(C[C@H](CC1)N2)C=2C1=C(N=C(N2)OC[C@]23CCCN3C[C@@H](C2)F)C(=C(N=C1)C1=CC(=CC2=C1N(C=N2)C)O)F 7-(4-((1R,5S)-3,8-diazabicyclo[3.2.1]octan-3-yl)-8-fluoro-2-(((2R,7aS)-2-fluorotetrahydro-1H-pyrrolizin-7a(5H)-yl)methoxy)pyrido[4,3-d]pyrimidin-7-yl)-1-methyl-1H-benzo[d]imidazol-5-ol